1-oxo-5,7-dihydropyrrolo[3,4-b]pyridin-1-ium-3,6-dicarboxylic acid O6-benzyl O3-methyl ester COC(=O)C1=CC2=C([N+](C1)=O)CN(C2)C(=O)OCC2=CC=CC=C2